Cl.Cl.FC=1C=C(C=NC1)[C@@H](O)C12CCC(CC1)(N2)CCC2=CC=C(C=C2)OC (R)-(5-Fluoropyridin-3-yl)(4-(4-methoxyphenethyl)-7-azabicyclo-[2.2.1]heptan-1-yl)methanol dihydrochloride